C(C)(C)C1NCOC1 4-isopropyl-oxazolidine